NC/C(/CN1N=CN(C1=O)CC=1SC2=C(C1)C=C(C=C2)C2=CC=C(C=C2)S(=O)(=O)C)=C\F 2-[(2E)-2-(aminomethyl)-3-fluoroprop-2-en-1-yl]-4-({5-[4-(methylsulfonyl)phenyl]-1-benzothien-2-yl}methyl)-2,4-dihydro-3H-1,2,4-triazol-3-one